C(C)(C)(C)OC(=O)N1[C@H](CCC1)CNC(C1=CC(=CC(=C1)C(F)(F)F)[N+](=O)[O-])=O (2R)-2-[[[3-nitro-5-(trifluoromethyl)benzoyl]amino]methyl]pyrrolidine-1-carboxylic acid tert-butyl ester